(1R,4R)-4-(4-(((R)-1-(3-(difluoromethyl)-2-methylphenyl)ethyl)amino)-7-methoxy-2-methylquinazolin-6-yl)cyclohexane-1-carboxylic acid FC(C=1C(=C(C=CC1)[C@@H](C)NC1=NC(=NC2=CC(=C(C=C12)C1CCC(CC1)C(=O)O)OC)C)C)F